CC1OC2(OC1)CC1=C(C=C(S1)N(CC1=CC=C(C=C1)C)C(C)=O)CC2 Methyl-2-[acetyl(4-methylbenzyl)amino]-4,7-dihydro-5H-spiro[1-benzothiophene-6,2'-[1,3]dioxolane]